FC1=C(C=CC(=C1)C(F)(F)F)CNC1COC1 N-[[2-fluoro-4-(trifluoromethyl)phenyl]methyl]oxetan-3-amine